succinimidyl-glutarate C1(CCC(N1C(C(=O)[O-])CCC(=O)[O-])=O)=O